CC(C#N)(C)C=1C=CC=2N(C1)N=CC2 2-methyl-2-pyrazolo[1,5-a]pyridin-6-yl-propionitrile